C(C1=CC=CC=C1)OC1=CC(=NC2=CC(=C(C(=C12)F)F)OC)Cl 4-benzyloxy-2-chloro-5,6-difluoro-7-methoxy-quinoline